(S)-3-(1-(5-(3,5-dimethylphenyl)-1,2,4-oxadiazol-3-yl)ethyl)-8-methoxy-2H-pyrido[2,3-e][1,3]oxazine-2,4(3H)-dione CC=1C=C(C=C(C1)C)C1=NC(=NO1)[C@H](C)N1C(OC2=C(C1=O)N=CC=C2OC)=O